FC(OC1=C(C=C(C=C1)SC)C1=NN(C=C1NC(=O)C=1C=NN2C1N=CC=C2)CC=2N=NN(N2)CCN(C)C)F N-[3-[2-(difluoromethoxy)-5-methylsulfanyl-phenyl]-1-[[2-[2-(dimethylamino)ethyl]tetrazol-5-yl]methyl]pyrazol-4-yl]pyrazolo[1,5-a]pyrimidine-3-carboxamide